oxazolo[5',4':3,4]benzo[1,2-h]quinoline O1C=NC=2C1=C1C(C=CC=3C=CC=NC13)=CC2